BrC=1C(C(=C2N(C(=CC=N2)C2CC2)C1)Br)=O 7,9-dibromo-4-cyclopropyl-8H-pyrido[1,2-a]pyrimidin-8-one